COC1=CC=C(C=C1)C1=CC2(CNC2)C1 6-(4-methoxyphenyl)-2-azaspiro[3.3]hept-5-ene